N-((2-methoxyphenyl)(m-tolyl)methyl)-2-oxo-6-(trifluoromethyl)-1,2-dihydropyridine-3-carboxamide COC1=C(C=CC=C1)C(NC(=O)C=1C(NC(=CC1)C(F)(F)F)=O)C=1C=C(C=CC1)C